NC1=NNC=C1 3-amino-1H-pyrazole